4-(((tert-butyldimethylsilyl)oxy)methyl)benzoyl-hydrazine [Si](C)(C)(C(C)(C)C)OCC1=CC=C(C(=O)NN)C=C1